C(=C)S(=O)(=O)C=C divinylsulfone